BrC1=CC=C(C=C1)C=1C=C2C=CN=CC2=CC1 6-(4-bromophenyl)isoquinoline